N-[3-chloro-4-[4-[2-[(3S)-pyrrolidin-3-yl]acetyl]piperazine-1-carbonyl]phenyl]-5-[2,3-difluoro-4-(fluoromethoxy)phenyl]-1-methyl-imidazole-2-carboxamide formate C(=O)O.ClC=1C=C(C=CC1C(=O)N1CCN(CC1)C(C[C@H]1CNCC1)=O)NC(=O)C=1N(C(=CN1)C1=C(C(=C(C=C1)OCF)F)F)C